C([C@@H]1[C@@H]([C@@H]([C@H](C(O1)O[C@H]2[C@H](O[C@@H]([C@@H]([C@H]2O)O)O[C@H]3[C@H](O[C@H]([C@@H]([C@H]3O)O)O)CO)CO)O)O)O)O The molecule is a galactotriose consisting of D-galactopyranose, alpha-D-galactopyranose and beta-D-galactopyranose residues joined in sequence by (1->4) glycosidic bonds. It is a galactotriose and a partially-defined glycan.